Hexyl 5-aminolevulinate Hydrochloride Cl.NCC(CCC(=O)OCCCCCC)=O